Cl.FC=1C=C(C=C(C1Br)F)NN 3,5-difluoro-4-bromophenylhydrazine hydrochloride